COC1=CC=C(C=C1)C(OC[C@]1(CN(C[C@@H](O1)N1C(NC(C=C1)=O)=O)C1CCCCC1)COP(OCCC#N)N(C(C)C)C(C)C)(C1=CC=CC=C1)C1=CC=C(C=C1)OC 3-[[(2R,6R)-2-[[bis(4-methoxyphenyl)-phenyl-methoxy]methyl]-4-cyclohexyl-6-(2,4-dioxopyrimidin-1-yl)morpholin-2-yl]methoxy-(diisopropylamino)phosphanyl]oxypropane-nitrile